OC1=CC=C(C=2OC3=CC=CC(=C3C(C12)=O)O)[N+](=O)[O-] 1,8-di-hydroxy-4-nitro-xanthen-9-one